C(C)(C)(C)OC(=O)NC1=CC=C(C=N1)C(=O)O 6-(tert-butoxycarbonylamino)pyridine-3-carboxylic acid